C(C)(C)(C)OC(=O)N(CCOCCOCCOCCOCCN(C/C=C/C(=O)O)C)C(=O)OC(C)(C)C (E)-4-[2-[2-[2-[2-[2-[bis(tert-butoxycarbonyl)amino]ethoxy]ethoxy]ethoxy]ethoxy]ethyl-methyl-amino]but-2-enoic acid